COC(=O)C1(CC(C1)(C(=O)O)C(=O)OC)C(=O)O bis(methoxycarbonyl)cyclobutane-1,3-dicarboxylic acid